tert-butyl (2S,5R)-4-((4-fluorophenyl)(3-fluoropyridin-2-yl)methyl)-2,5-dimethylpiperazine-1-carboxylate FC1=CC=C(C=C1)C(N1C[C@@H](N(C[C@H]1C)C(=O)OC(C)(C)C)C)C1=NC=CC=C1F